C(C)S(=O)(=O)NC1=C(C=C(C=C1)C1=NNC(=C1C(=O)N)NC1=NC=CN=C1)O[C@@H](C)C1=CC=C(C=C1)F (S)-3-(4-(ethylsulfonamido)-3-(1-(4-fluorophenyl)ethoxy)phenyl)-5-(pyrazin-2-ylamino)-1H-pyrazole-4-carboxamide